3-(2-(3-chlorophenyl)-5,5-diphenyl-tetrahydrofuran-2-yl)-1-methyl-1H-indole ClC=1C=C(C=CC1)C1(OC(CC1)(C1=CC=CC=C1)C1=CC=CC=C1)C1=CN(C2=CC=CC=C12)C